[Si](C)(C)(C(C)(C)C)O[C@H]1CN(CCC1)C1=C(N[C@H](C)C=2C=C(C=C3C(N(C(=NC23)N2CCOCC2)C)=O)C)C=CC(=C1)F 8-[(1R)-1-[2-[(3R)-3-[tert-butyl(dimethyl)silyl]oxy-1-piperidyl]-4-fluoro-anilino]ethyl]-3,6-dimethyl-2-morpholino-quinazolin-4-one